N-hydroxy-4-methyl-2-(spiro[cyclopropane-1,3'-indoline]-1'-carbonyl)-3,4-dihydro-2H-benzo[b][1,4]oxazine-7-carboxamide ONC(=O)C=1C=CC2=C(OC(CN2C)C(=O)N2CC3(C4=CC=CC=C24)CC3)C1